tert-butyl-N-(2-aminoethyl)-ethylenediamine C(C)(C)(C)NCCNCCN